C(C)(C)(C)OC(=O)N1CCC(CC1)CNC1=NC=2N(C(=C1)N(C(=O)OC(C)(C)C)CC1=CC(=CC=C1)NC(C=C)=O)N=CC2C(C)C 4-(((7-((3-acrylamidobenzyl)(tert-butoxycarbonyl)amino)-3-isopropylpyrazolo[1,5-a]pyrimidin-5-yl)Amino)methyl)piperidine-1-carboxylic acid tert-butyl ester